CC=1N=C(NC1C)C1=NC=CC(=C1)C=1C=NC=C(C1)C=1CN(CC1)C(C)=O 1-(3-(2'-(4,5-Dimethyl-1H-imidazol-2-yl)-3,4'-bipyridin-5-yl)-2,5-dihydro-1H-pyrrol-1-yl)ethanone